IC=1C=NN(C1C(=O)OC(C)(C)C)C tert-butyl 4-iodo-1-methyl-1H-pyrazole-5-carboxylate